4,4-difluoro-3,3-dimethyl-1-(7-methylpyrazolo[1,5-a]pyridin-3-yl)isoquinoline ruthenium (II) [Ru+2].FC1(C(N=C(C2=CC=CC=C12)C=1C=NN2C1C=CC=C2C)(C)C)F